1-(4,4-difluorocyclohexyl)pyrazole-4-sulfonamide FC1(CCC(CC1)N1N=CC(=C1)S(=O)(=O)N)F